5-methoxy-2-azaadamantane COC12CC3NC(CC(C1)C3)C2